Br.BrC1=CC=CC(=N1)C1N(CCC(C1)C=O)C (6-Bromo-2-pyridyl-1-methyl-4-piperidyl)methanon hydrobromid